[125I]thyroxine C1=C(C=C(C(=C1I)OC2=CC(=C(C(=C2)I)O)[125I])I)C[C@@H](C(=O)O)N